FC=1C(=CC(=NC1)OC)C(C(=O)N1C[C@]2(CC1)NC1=NC(=C(C=C1CC2)C=2N=NN(N2)C)C)C 2-(5-fluoro-2-methoxypyridin-4-yl)-1-[(2S)-7-methyl-6-(2-methyl-2H-tetrazol-5-yl)-3,4-dihydro-1H-spiro[1,8-naphthyridine-2,3'-pyrrolidin]-1'-yl]propan-1-one